ClCC(=O)N(C1=C(C=CC(=C1)[N+](=O)[O-])O)C1CCCC1 2-chloro-N-cyclopentyl-N-(2-hydroxy-5-nitrophenyl)acetamide